CC1=C(C(=CC=C1)C)CC=O 2-(2,6-dimethylphenyl)-acetaldehyde